FC1=C(C(=CC=C1)OC)[C@H]1[C@H](O[C@](C1)(C(F)(F)F)C)C(=O)NC1=CC(=NC=C1)C(=O)N (2S,3S,5R)-4-[[3-(2-Fluoro-6-methoxy-phenyl)-5-methyl-5-(trifluoromethyl)tetrahydrofuran-2-carbonyl]amino]pyridin-2-carboxamid